CC1=CC=CC(=N1)C1=C(N=CN1)C=1C=C2C(=CC=NC2=CC1)C(=O)OCC1CCC(CC1)(C)N (4-amino-4-methyl-cyclohexyl)methyl 6-[5-(6-methyl-2-pyridyl)-1H-imidazol-4-yl]quinoline-4-carboxylate